((4-sulfamoylphenyl)sulfamoyl)-4-(trifluoromethyl)-N-(3-(trifluoromethyl)bicyclo[1.1.1]pentan-1-yl)benzamide S(N)(=O)(=O)C1=CC=C(C=C1)NS(=O)(=O)C1=C(C(=O)NC23CC(C2)(C3)C(F)(F)F)C=CC(=C1)C(F)(F)F